tridecaldehyde C(CCCCCCCCCCCC)=O